The molecule is the N-acetyl derivative of L-leucine. It has a role as a metabolite. It is a N-acetyl-L-amino acid and a L-leucine derivative. It is a conjugate acid of a N-acetyl-L-leucinate. It is an enantiomer of a N-acetyl-D-leucine. CC(C)C[C@@H](C(=O)O)NC(=O)C